NC(NCCC[C@H](NC([C@@H](NC(CCOCCOCCOCCOCCONC(OC(C)(C)C)=O)=O)C(C)C)=O)C(NC1=CC=C(C=C1)COC(=O)OC1=CC=C(C=C1)[N+](=O)[O-])=O)=O tert-butyl (((6S,9S)-1-amino-9-isopropyl-6-((4-((((4-nitrophenoxy)carbonyl)oxy)methyl)phenyl)carbamoyl)-1,8,11-trioxo-14,17,20,23-tetraoxa-2,7,10-triazapentacosan-25-yl)oxy)carbamate